5-[(N,N-dimethylaminomethylene)amino]-3H-1,2,4-dithiazole-3-thione CN(C)C=NC1=NC(SS1)=S